C(CCCCCCCCCCCCCCCCC)OC(C[N+](C)(C)C)=P(=O)CCOC(C(=C)C)=O octadecyl-2-methacryloyloxyethyl-phosphorylcholine